OC(CO)C1=C(C=CC=C1)NC(C)C=1C=C(C=C2C(N(C(=NC12)N1CCOCC1)C)=O)C 8-(1-((2-(1,2-dihydroxyethyl)phenyl)amino)ethyl)-3,6-dimethyl-2-morpholinoquinazolin-4(3H)-one